2-((2S,4S)-1-acryloyl-4-(8-chloro-4-(3-(dimethylamino)azetidin-1-yl)-6-fluoro-7-(m-tolyl)-1H-imidazo[4,5-c]quinolin-1-yl)piperidin-2-yl)acetonitrile C(C=C)(=O)N1[C@@H](C[C@H](CC1)N1C=NC=2C(=NC=3C(=C(C(=CC3C21)Cl)C=2C=C(C=CC2)C)F)N2CC(C2)N(C)C)CC#N